methyl (2S,4S)-1-((S)-6-fluoro-3-((1r,4S)-4-hydroxycyclohexyl)indoline-1-carbonyl)-4-(4-fluorophenyl)-2-methylpiperidine-4-carboxylate FC1=CC=C2[C@@H](CN(C2=C1)C(=O)N1[C@H](C[C@](CC1)(C(=O)OC)C1=CC=C(C=C1)F)C)C1CCC(CC1)O